furan-3(5H)-one O1CC(CC1)=O